CN(C1=CC=C(C=C1)C1=CC=C(C=C1)CN(C(=O)C1CCCCC1)C=1C=C(C(=O)NC2=CC=NC=C2)C=CC1)C 3-(N-((4'-(Dimethylamino)-[1,1'-biphenyl]-4-yl)methyl)cyclohexanecarboxamido)-N-(pyridin-4-yl)benzamide